(S,Z)-(5-(2,3-dimethylphenyl)-6-(trifluoromethyl)pyridin-2-yl)(2-(hydroxymethyl)-4-(methoxyimino)pyrrolidin-1-yl)methanone CC1=C(C=CC=C1C)C=1C=CC(=NC1C(F)(F)F)C(=O)N1[C@@H](C/C(/C1)=N/OC)CO